N1N=C(C=C1)C1=CC=C(C=C1)C[C@@H](C(=O)O)N (S)-3-(4-(1H-pyrazol-3-yl)phenyl)-2-aminopropanoic acid